3-[[(2S)-1-(5-cyano-6-oxo-1,6-dihydropyridazin-4-yl)pyrrolidin-2-yl]methoxy]propanoic acid C(#N)C1=C(C=NNC1=O)N1[C@@H](CCC1)COCCC(=O)O